2-[[(1R)-1-[3,6-Dimethyl-2-(1-methylindazol-5-yl)-4-oxo-chromen-8-yl]ethyl]amino]-5-fluoro-benzoic acid CC1=C(OC2=C(C=C(C=C2C1=O)C)[C@@H](C)NC1=C(C(=O)O)C=C(C=C1)F)C=1C=C2C=NN(C2=CC1)C